(2Z)-2,3-dibromobut-2-ene-1,4-diyl diacetate C(C)(=O)OC/C(=C(\COC(C)=O)/Br)/Br